tert-butyl 7-(methoxy(methyl)carbamoyl)-1H-benzo[d]imidazole-1-carboxylate CON(C(=O)C1=CC=CC2=C1N(C=N2)C(=O)OC(C)(C)C)C